tert-butyl 4-[[(3-bromopyridin-4-yl)methyl]amino]-3-[(3-chloro-2-methylphenyl)carbamothioyl]-2-oxo-5,6-dihydropyridine-1-carboxylate BrC=1C=NC=CC1CNC1=C(C(N(CC1)C(=O)OC(C)(C)C)=O)C(NC1=C(C(=CC=C1)Cl)C)=S